CCCC(=O)O[C@H]1CC[C@@H]2[C@@]1(CC[C@H]3[C@H]2CCC4=C3C=CC(=C4)O)C estradiol butyrate